tert-butyl 4-((5-(trifluoromethyl)thiophen-3-yl)oxy)piperidine-1-carboxylate FC(C1=CC(=CS1)OC1CCN(CC1)C(=O)OC(C)(C)C)(F)F